OC(C(C)(CCC[C@@H](C)[C@H]1CC[C@H]2[C@@H]3CC([C@H]4CCCC[C@]4(C)[C@H]3CC[C@]12C)=O)C)O dihydroxy-25-methyl-5α-cholestan-6-one